BrC1=NC(=CC(=C1)S(=O)(=O)C1=CC=C(N)C=C1)N1CCCC1 4-(2-bromo-6-pyrrolidin-1-ylpyridine-4-sulfonyl)aniline